[N+](#[C-])CCC(OCC)OCC 1-ISOCYANO-3,3-DIETHOXYPROPANE